BrC1=CC(=C(C(=O)O)C(=C1)Cl)C(=O)C(=O)O 4-bromo-2-(carboxycarbonyl)-6-chlorobenzoic acid